2-(3-amino-4-methoxyphenoxy)ethane-1-sulfonic acid NC=1C=C(OCCS(=O)(=O)O)C=CC1OC